NC=1C=C2C(=CC(N(C2=CC1)C)=O)NC(C)C1=NNC=N1 6-amino-1-methyl-4-[1-(1H-1,2,4-triazol-3-yl)ethylamino]quinolin-2-one